OCCN1C[C@@H](N([C@@H](C1)C)CC(=O)OC(C)(C)C)C tert-Butyl 2-((2S,6R)-4-(2-hydroxyethyl)-2,6-dimethylpiperazin-1-yl)acetate